[1-[6-methyl-2-(3-methyl-2-oxo-1-oxa-3,8-diazaspiro[4.5]decan-8-yl)-4-oxo-chromen-8-yl]ethylamino]benzoic acid CC=1C=C2C(C=C(OC2=C(C1)C(C)NC1=C(C(=O)O)C=CC=C1)N1CCC2(CN(C(O2)=O)C)CC1)=O